4-(1H-imidazol-4-yl)-1-methylpiperidine dihydrochloride Cl.Cl.N1C=NC(=C1)C1CCN(CC1)C